3-Chloro-7-(morpholinomethyl)-7,8-dihydro-1H,6H,9H-7,8a-methanopyrrolo[1',2':3,4]imidazo[1,2-c]pyrimidin-1-one ClC=1C=C2N(C(N1)=O)CC13N2CC(C1)(C3)CN3CCOCC3